1-(3-acetylphenyl)-3-(3-(2-methoxyethyl)-1-(2-(4-methylpiperazin-1-yl)ethyl)-2,4-dioxo-1,2,3,4-tetrahydroquinazolin-6-yl)urea C(C)(=O)C=1C=C(C=CC1)NC(=O)NC=1C=C2C(N(C(N(C2=CC1)CCN1CCN(CC1)C)=O)CCOC)=O